COC=1C=C(C=C(C1)OC)C1=C(C=CC(=C1)C)SC1=NC=CC=C1C(=O)O 2-[2-(3,5-dimethoxyphenyl)-4-methyl-phenyl]sulfanylpyridine-3-carboxylic acid